dodecanoic acid n-octyl ester C(CCCCCCC)OC(CCCCCCCCCCC)=O